4-methoxyphenyl 2-azido-3,6-di-O-benzyl-2-deoxy-D-glucopyranoside N(=[N+]=[N-])[C@H]1C(OC2=CC=C(C=C2)OC)O[C@@H]([C@H]([C@@H]1OCC1=CC=CC=C1)O)COCC1=CC=CC=C1